COC(C1CCN(CC1)C1=C(C=C(C=C1)[C@@H]1C(NC(CC1)=O)=O)F)OC (3R)-3-[4-[4-(dimethoxymethyl)-1-piperidyl]-3-fluoro-phenyl]piperidine-2,6-dione